2-methyl-6-propionylnaphthalene CC1=CC2=CC=C(C=C2C=C1)C(CC)=O